NC=1C=C(C=CC1)C1=CN=C2N1C=C(C=C2)NC(OCC=C)=O allyl (3-(3-aminophenyl)imidazo[1,2-a]pyridin-6-yl)carbamate